1-(2-Chloro-6-fluoro-phenyl)-piperidin ClC1=C(C(=CC=C1)F)N1CCCCC1